4-fluoro-N-(2-(4-fluoro-1H-indol-3-yl)ethyl)-2-((3,4,5-trimethoxyphenyl)amino)benzamide FC1=CC(=C(C(=O)NCCC2=CNC3=CC=CC(=C23)F)C=C1)NC1=CC(=C(C(=C1)OC)OC)OC